2,3-dihydroxypropan-1-yl palmitate C(CCCCCCCCCCCCCCC)(=O)OCC(CO)O